C(C)(C)(C)C=1C=C(C=C(C1O)C(C)(C)C)CCC(=O)OCC(COC(CCC1=CC(=C(C(=C1)C(C)(C)C)O)C(C)(C)C)=O)(COC(CCC1=CC(=C(C(=C1)C(C)(C)C)O)C(C)(C)C)=O)COC(CCC1=CC(=C(C(=C1)C(C)(C)C)O)C(C)(C)C)=O 3-{[3-(3,5-di-tert-butyl-4-hydroxyphenyl)propanoyl]oxy}-2,2-bis({[3-(3,5-di-tert-butyl-4-hydroxyphenyl)propanoyl]-oxy}methyl)-propyl 3-(3,5-di-tert-butyl-4-hydroxyphenyl)propanoate